COC=1C=C(CN2CCNC3=C(C2=O)C=C(C=C3C3=C(C=C(C=C3)F)C)CN3C(N(C=C3)C)=N)C=C(C1)OC 4-(3,5-Dimethoxybenzyl)-9-(4-fluoro-2-methylphenyl)-7-((2-imino-3-methyl-2,3-dihydro-1H-imidazol-1-yl)methyl)-1,2,3,4-tetrahydro-5H-benzo[e][1,4]diazepin-5-one